N[C@H]1CN(CCC1)C(=O)C=1C=CC=2N(C1)N=C(C2C)C=2N(C1=C(C=CC=C1C2)C2CCN(CC2)C([C@H](C)OC)=O)CC2CC2 (S)-1-(4-(2-(6-((R)-3-aminopiperidine-1-carbonyl)-3-methylpyrazolo[1,5-a]pyridin-2-yl)-1-(cyclopropylmethyl)-1H-indol-7-yl)piperidin-1-yl)-2-methoxypropan-1-one